COC(=O)C=1N=C(OC1C1=CNC2=CC=CC=C12)C(CC1=CC=CC=C1)N 2-(1-amino-2-phenylethyl)-5-(1H-indol-3-yl)oxazole-4-carboxylic acid methyl ester